C(CCCCCCCCCCCCCCCCCCCCC(=O)N)(=O)N hexamethylenebiscaprylic acid amide